FC1=CC=C(OC=2C=CC=CC2)C=C1 (3Z,6Z)-3-(4-Fluorophenoxy)benzene